C(C=C)(=O)N1CCOCC1 4-propenoyl-Morpholine